1,2-Bis(3-chlorophenyl)ethyl ((2S)-3-cyclohexyl-1-((4-(cyclopropylamino)-3,4-dioxo-1-(2-oxo-1-azaspiro[4.5]decan-3-yl)butan-2-yl)amino)-1-oxopropan-2-yl)carbamate C1(CCCCC1)C[C@@H](C(=O)NC(CC1C(NC2(C1)CCCCC2)=O)C(C(=O)NC2CC2)=O)NC(OC(CC2=CC(=CC=C2)Cl)C2=CC(=CC=C2)Cl)=O